[Pd].C1(CCCCC1)S(=O)(=O)C(S(=O)(=O)C(C)(C)CC)=[N+]=[N-] 1-cyclohexylsulfonyl-1-(tert-pentylsulfonyl)diazomethane palladium